C(#N)C1=CC=C(CC(CC(=O)NC=2C=CC=C3C=CC=NC23)C[Si](C2=CC=CC=C2)(C)C)C=C1 3-(4-Cyanobenzyl)-4-[dimethyl(phenyl)silyl]-N-(quinolin-8-yl)butanamide